FC(OC=1C=C(C=CC1)N(C(=O)C=1C=CC=2N(C1)C(=CN2)C2=CC=C(C=C2)NC(OC)=O)C)F methyl N-[4-[6-[[3-(difluoromethoxy)phenyl]-methyl-carbamoyl]imidazo[1,2-a]pyridin-3-yl]phenyl]carbamate